Tert-butyl [(4-bromo-5-ethyl-1-methyl-1H-pyrazol-3-yl)methyl](2-nitrobenzene-1-sulfonyl)carbamate BrC=1C(=NN(C1CC)C)CN(C(OC(C)(C)C)=O)S(=O)(=O)C1=C(C=CC=C1)[N+](=O)[O-]